isonicotinic acid (1-phenylethylidene) hydrazide C1(=CC=CC=C1)C(C)=NNC(C1=CC=NC=C1)=O